(S)-3-(2-methoxypyrimidin-5-yl)-3-((1S,3S)-3-(2-(5,6,7,8-tetrahydro-1,8-naphthyridin-2-yl)ethyl)cyclobutanecarboxamido)propionic acid COC1=NC=C(C=N1)[C@H](CC(=O)O)NC(=O)C1CC(C1)CCC1=NC=2NCCCC2C=C1